2-fluoro-5-nitro-4-(trifluoromethoxy)benzaldehyde FC1=C(C=O)C=C(C(=C1)OC(F)(F)F)[N+](=O)[O-]